5,5-dimethyl-1,3,2λ5-Dioxaphosphorinan-2-one CC1(COP(OC1)=O)C